(2S,4S)-1-(3-Cyano-6-methyl-4-(trifluoromethyl)pyridin-2-yl)-N-(4-fluoro-3-(fluoro-methyl)-phenyl)-4-hydroxy-N-methyl-pyrrolidine-2-carboxamide C(#N)C=1C(=NC(=CC1C(F)(F)F)C)N1[C@@H](C[C@@H](C1)O)C(=O)N(C)C1=CC(=C(C=C1)F)CF